CC1(OC(C2=C1C=C(C=C2)NC2=NC=C(C(=N2)N[C@H](CO)C2=CC=CC=C2)C(=O)NC[C@]2(CN1CCC2CC1)O)=O)C 2-[(3,3-dimethyl-1-oxo-1,3-dihydro-2-benzofuran-5-yl)amino]-N-{[(3R)-3-hydroxy-1-azabicyclo[2.2.2]octan-3-yl]methyl}-4-{[(1S)-2-hydroxy-1-phenylethyl]amino}pyrimidine-5-carboxamide